N-(2,6-dichloro-2'-(trifluoromethoxy)-[1,1'-biphenyl]-4-yl)-3-hydroxy-2-(4-(methylsulfonyl)phenyl)propionamide ClC1=C(C(=CC(=C1)NC(C(CO)C1=CC=C(C=C1)S(=O)(=O)C)=O)Cl)C1=C(C=CC=C1)OC(F)(F)F